ClC=1C=C(C(=O)N2CC=3C(=NN4C3C(N(C[C@H]4C)C(C)C4=NC=C(N=C4)C(F)(F)F)=O)C[C@H]2C)C=CC1Cl (3R,7R)-2-(3,4-dichlorobenzoyl)-3,7-dimethyl-9-(1-(5-(trifluoromethyl)pyrazin-2-yl)ethyl)-1,2,3,4,8,9-hexahydropyrido[4',3':3,4]pyrazolo[1,5-a]pyrazin-10(7H)-one